CC1=C(C=C(C=C1)C)POPC1=C(C=CC(=C1)C)C 2,5-dimethylphenylphosphino oxide